(R,S)-4-(((6-Fluoro-8-methyl-4-oxochroman-7-yl)oxy)(4-(methylsulfonyl)phenyl)methyl)benzonitrile FC=1C=C2C(CCOC2=C(C1O[C@H](C1=CC=C(C#N)C=C1)C1=CC=C(C=C1)S(=O)(=O)C)C)=O